C1(C=CC(N1CCOCCOC1=CC=C(C=O)C=C1)=O)=O 4-(maleimidoethyloxyethoxy)benzaldehyde